N=1C=NN2C1C=C(C=C2)OC2=CC(=C(C=C2C(F)(F)F)NC2=NC=NC1=CC(=C(C=C21)NC(/C(=C/[C@@H]2N(CCC2)C)/F)=O)OC)OC (R,Z)-N-(4-((4-([1,2,4]triazolo[1,5-a]pyridin-7-yloxy)-2-methoxy-5-(trifluoromethyl)phenyl)amino)-7-methoxy-quinazolin-6-yl)-2-fluoro-3-(1-methylpyrrolidin-2-yl)acrylamide